4-nitrobenzyl (R,E)-((3-(hydroxymethyl)pyrrolidin-1-yl)((((4-nitrobenzyl)oxy)carbonyl)imino)methyl)carbamate OC[C@H]1CN(CC1)/C(=N/C(=O)OCC1=CC=C(C=C1)[N+](=O)[O-])/NC(OCC1=CC=C(C=C1)[N+](=O)[O-])=O